C(C)(C)(C)C1=C(C=C(C=C1)C=1C(=CC=CC1)N)C1=CC=C(C=C1)C(C)(C)C 4,4''-di-tert-butyl-[1,1':3,1''-terphenyl]-2'-amine